C(C=C)C1=C(C=C(C=C1)C)N(C(=O)[C@H]1N(CC[C@H]1O[Si](C)(C)C(C)(C)C)C1=NC(=CC(=C1)C(F)(F)F)Cl)C (2S,3R)-N-(2-allyl-5-methylphenyl)-3-((tert-butyldimethylsilyl)oxy)-1-(6-chloro-4-(trifluoromethyl)pyridin-2-yl)-N-methylpyrrolidine-2-carboxamide